[N-](C#N)C#N.C(CCCC)N1C=[N+](C=C1)C 1-pentyl-3-methylimidazolium dicyanamide salt